7-oxo-hept-2-enoic acid methyl ester COC(C=CCCCC=O)=O